(S)-1-(4-(trifluoromethoxy)phenyl)pyrroline FC(OC1=CC=C(C=C1)N1C=CCC1)(F)F